ClC1=C(OC2=C(C=3C=NN(C3C=C2)C2CCOCC2)N)C=CC=C1 5-(2-Chlorophenoxy)-1-tetrahydropyran-4-yl-indazol-4-amine